C(CCCCCCC=CCC=CCC=CCCCCCCC)(=O)O 8,11,14-docosatrienoic acid